tert-butyl 4-(2-morpholinoethoxy)-3-((phenylmethyl)sulfonamido)benzoate O1CCN(CC1)CCOC1=C(C=C(C(=O)OC(C)(C)C)C=C1)NS(=O)(=O)CC1=CC=CC=C1